3,3'-(5-(4,6-diphenyl-1,3,5-triazin-2-yl)-2-(pyridin-4-yl)-1,3-phenylene)bis(9-phenyl-9H-carbazole) C1(=CC=CC=C1)C1=NC(=NC(=N1)C1=CC=CC=C1)C=1C=C(C(=C(C1)C=1C=CC=2N(C3=CC=CC=C3C2C1)C1=CC=CC=C1)C1=CC=NC=C1)C=1C=CC=2N(C3=CC=CC=C3C2C1)C1=CC=CC=C1